C1(CC1)NC(O[C@@H]1CC[C@H](CC1)C(N(C1=NC=CC(=C1)C=1C=NN(C1)C(C)C)C[C@@H]1CC[C@H](CC1)C1=NC(=C(C=C1)OC)C#N)=O)=O trans-4-(((trans-4-(6-Cyano-5-methoxypyridin-2-yl)cyclohexyl)methyl) (4-(1-isopropyl-1H-pyrazol-4-yl)pyridin-2-yl)carbamoyl)cyclohexyl cyclopropylcarbamate